1,4-butyleneglycol dimethacrylate C(C(=C)C)(=O)OCCCCOC(C(=C)C)=O